O=C1N(CC2=NC(=CC=C21)NCC=2C=NC=CC2)CC2=CC=C(C=C2)S(=O)(=O)N 4-((5-oxo-2-((pyridin-3-ylmethyl)amino)-5,7-dihydro-6H-pyrrolo[3,4-b]pyridin-6-yl)methyl)benzenesulfonamide